(2S)-Benzyl 2-(((((2S,4R,5R)-5-(6-amino-2-fluoro-9H-purin-9-yl)-4-hydroxytetrahydrofuran-2-yl)methoxy)(phenoxy)phosphoryl)amino)propanoate NC1=C2N=CN(C2=NC(=N1)F)[C@H]1[C@@H](C[C@H](O1)COP(=O)(OC1=CC=CC=C1)N[C@H](C(=O)OCC1=CC=CC=C1)C)O